FC1=CC=C(CN2C=NC=3C2=NC=C(C3)C=3C(=NOC3C)C)C=C1 4-(3-(4-fluorobenzyl)-3H-imidazo[4,5-b]pyridin-6-yl)-3,5-dimethylisoxazole